1-ethyl-3-Methylimidazole Diethyl-Phosphate BENZYL-((PERFLUOROPHENOXY)-(PHENOXY)-PHOSPHORYL)-L-ALANINATE C(C1=CC=CC=C1)N([C@@H](C)C(=O)O)P(=O)(OC1=CC=CC=C1)OC1=C(C(=C(C(=C1F)F)F)F)F.C(C)OP(=O)(OCC)O.C(C)N1CN(C=C1)C